O-benzoyl-N-methyl-N-allylhydroxylamine C(C1=CC=CC=C1)(=O)ON(CC=C)C